7-bromo-2-(1-methyl-4-piperidyl)quinoline-3-carbonitrile BrC1=CC=C2C=C(C(=NC2=C1)C1CCN(CC1)C)C#N